2-amino-3-({6-[(3β,8ξ,9ξ,14ξ,17ξ,20ξ)-cholest-5-en-3-yloxy]nonyl}oxy)-2-{[(9Z)-octadec-9-en-1-yloxy]methyl}propan-1-ol NC(CO)(COCCCCCC(CCC)O[C@@H]1CC2=CCC3C4CCC(C(CCCC(C)C)C)[C@]4(CCC3[C@]2(CC1)C)C)COCCCCCCCC\C=C/CCCCCCCC